6-(4-chlorobenzyl)-8-(4-methoxypiperidin-1-yl)-2-(propan-2-yl)-2,6-dihydroimidazo[1,2-c]pyrido[2,3-e]pyrimidin-5(3H)-one ClC1=CC=C(CN2C(N3C(C4=C2C=C(C=N4)N4CCC(CC4)OC)=NC(C3)C(C)C)=O)C=C1